(2-((1S,4S)-2,5-diazabicyclo[2.2.1]hept-2-yl)-4-((cyclobutylamino)methyl)-5-fluorophenyl)-2-(2-fluoro-6-methoxyphenyl)pyrimidine-4-carboxamide [C@@H]12N(C[C@@H](NC1)C2)C2=C(C=C(C(=C2)CNC2CCC2)F)C=2C(=NC(=NC2)C2=C(C=CC=C2OC)F)C(=O)N